C(C=C)(=O)OC1CCCCC1 acrylic acid, cyclohexyl ester